2-chloro-5-nitro-3-trifluoromethylpyridine ClC1=NC=C(C=C1C(F)(F)F)[N+](=O)[O-]